tert-Butyl 4-(4-(4-(2,4-dioxotetrahydropyrimidin-1(2H)-yl)-3-methoxybenzamido)butyl)piperazine-1-carboxylate O=C1N(CCC(N1)=O)C1=C(C=C(C(=O)NCCCCN2CCN(CC2)C(=O)OC(C)(C)C)C=C1)OC